carbobenzoxy (2S)-2-[(4-fluoro-2-amino-anilino) methyl]-4-hydroxypyrrolidine-1-carboxylate FC1=CC(=C(NC[C@H]2N(CC(C2)O)C(=O)OC(=O)OCC2=CC=CC=C2)C=C1)N